N-methyl-N-propyltoluidine CN(C=1C(=CC=CC1)C)CCC